4-((6-(3,5-dimethylisoxazol-4-yl)-2-methyl-1H-imidazo[4,5-b]pyridin-1-yl)methyl)phenol CC1=NOC(=C1C=1C=C2C(=NC1)N=C(N2CC2=CC=C(C=C2)O)C)C